behenyl Chloride C(CCCCCCCCCCCCCCCCCCCCC)Cl